2-((4-(2,6-dimethylphenoxy)-6-(trifluoromethyl)pyrimidin-2-yl)thio)-N-((4-ethylphenyl)carbamoyl)acetamide CC1=C(OC2=NC(=NC(=C2)C(F)(F)F)SCC(=O)NC(NC2=CC=C(C=C2)CC)=O)C(=CC=C1)C